((2R,3S,4R,5S)-5-(4-aminopyrrolo[2,1-f][1,2,4]triazin-7-yl)-2-cyano-3,4-dihydroxytetrahydrofuran-2-yl)methyl phenyl ((S)-1-(cyclohexylamino)-1-oxopropan-2-yl)phosphoramidate C1(CCCCC1)NC([C@H](C)NP(OC[C@]1(O[C@H]([C@@H]([C@@H]1O)O)C1=CC=C2C(=NC=NN21)N)C#N)(OC2=CC=CC=C2)=O)=O